FC1=C2C=CNC2=C(C=C1F)C([C@@H](CO)NC(OC(C)(C)C)=O)(C)O tert-butyl ((2R)-3-(4,5-difluoro-1H-indol-7-yl)-1,3-dihydroxybutan-2-yl)carbamate